5-[2-(ethylsulfanyl)propyl]-3-hydroxy-2-cyclohexen-1-one C(C)SC(CC1CC(=CC(C1)=O)O)C